C(=C)C1(C(CC(CC1)C(=C)C)C(=C)C)C 1-vinyl-1-methyl-2,4-bis(1-methylvinyl)cyclohexane